C(C)(=O)OCCC\C=C/C\C=C/CC (4Z,7Z)-4,7-decadiene-1-yl acetate